2-chloro-7-isobutyl-4,8-dimethyl-5,7-dihydropteridin-6-one ClC1=NC=2N(C(C(NC2C(=N1)C)=O)CC(C)C)C